C(C1=CC=CC=C1)N1CCC(CC1)CCNC(=O)C1CCN(CC1)C1=NC=C(C=C1)OC N-[2-(1-benzylpiperidin-4-yl)ethyl]-1-(5-methoxypyridin-2-yl)piperidine-4-carboxamide